1,1,3-tris(5-tert-butyl-4-hydroxy-2-methyl-phenyl)butane C(C)(C)(C)C=1C(=CC(=C(C1)C(CC(C)C1=C(C=C(C(=C1)C(C)(C)C)O)C)C1=C(C=C(C(=C1)C(C)(C)C)O)C)C)O